N1=C(C=CC=C1)CC 2-(2-pyridyl)ethane